n-Octacosanen C=CCCCCCCCCCCCCCCCCCCCCCCCCCC